3-[(6,7-dichloro-2,2-dioxo-4,9-dihydro-1H-pyrrolo[3,2-h][2,1,3]benzothiadiazin-3-yl)methyl]aniline ClC=1C2=C(C3=C(CN(S(N3)(=O)=O)CC=3C=C(N)C=CC3)C1)NC=C2Cl